N1(N=CN=C1)C(=O)N1CC(CC1)C1CCNC=2N1N=C(C2C(=O)N)C2=CC=C(C=C2)OC2=CC=CC=C2 7-(1-(1H-1,2,4-triazole-1-carbonyl)pyrrolidin-3-yl)-2-(4-phenoxyphenyl)-4,5,6,7-tetrahydropyrazolo[1,5-a]pyrimidine-3-carboxamide